3-(4-chlorobenzeneYl)-3-methylbutan-1-amine trifluoroacetate FC(C(=O)O)(F)F.ClC1=CC=C(C=C1)C(CCN)(C)C